tert-butyl 4-[5-[(2R,5S)-5-methyl-1-[2-oxo-2-[[1-(2-trimethylsilylethoxymethyl)pyrazolo[4,3-c]pyridin-7-yl]amino]acetyl]-2-piperidyl]-1,3-benzothiazol-2-yl]piperidine-1-carboxylate C[C@H]1CC[C@@H](N(C1)C(C(NC=1C2=C(C=NC1)C=NN2COCC[Si](C)(C)C)=O)=O)C=2C=CC1=C(N=C(S1)C1CCN(CC1)C(=O)OC(C)(C)C)C2